tert-butyl 6,7-dichloro-9-ethoxy-3,4-dihydro-1H-pyrazino[1,2-a]indole-2-carboxylate ClC1=C(C=C(C=2C=C3N(C12)CCN(C3)C(=O)OC(C)(C)C)OCC)Cl